1,3,5-trimethyl-2,4,6-tri(3,5-di-tert-butyl-4-hydroxyphenyl)benzene CC1=C(C(=C(C(=C1C1=CC(=C(C(=C1)C(C)(C)C)O)C(C)(C)C)C)C1=CC(=C(C(=C1)C(C)(C)C)O)C(C)(C)C)C)C1=CC(=C(C(=C1)C(C)(C)C)O)C(C)(C)C